3-bromo-5-(1-(3,5-dichlorophenoxy)-4-((tetrahydro-2H-pyran-2-yl)oxy)butyl)-1-(methoxymethyl)-1H-1,2,4-triazole BrC1=NN(C(=N1)C(CCCOC1OCCCC1)OC1=CC(=CC(=C1)Cl)Cl)COC